C1N(CC2=CC=CC=C12)C=1OC2=C(C=C(C=C2C(C1)=O)C)C(C)NC1=C(C=CC=C1)S(=O)(=O)C(C(=O)N)C1=CC=CC=C1 [2-[1-(2-isoindolin-2-yl-6-methyl-4-oxo-chromen-8-yl)ethylamino]phenyl]sulfonyl-2-phenyl-acetamide